5,6-dihydro-1,4-dithiin-2,3-dicarboxylic anhydride S1C2=C(SCC1)C(=O)OC2=O